C1(CCCCC1)NC(CSC=1OC(=NN1)C1=NNC(C1)(C(F)(F)F)C1=CC(=CC(=C1)Cl)Cl)=O N-cyclohexyl-2-((5-(5-(3,5-dichlorophenyl)-5-(trifluoromethyl)-4,5-dihydro-1H-pyrazol-3-yl)-1,3,4-oxadiazol-2-yl)thio)acetamide